(2E)-3-(5-chloro-1-benzothiophen-3-yl)-N-((1R,2R,4S)-7-cyano-7-azabicyclo[2.2.1]heptan-2-yl)-2-methyl-2-propenamide ClC=1C=CC2=C(C(=CS2)/C=C(/C(=O)N[C@H]2[C@H]3CC[C@@H](C2)N3C#N)\C)C1